FC1=C(CN2[C@@H](C[C@@](CC2)(C(=O)O)CC2=NC(=CC=C2F)NC2=NNC(=C2)C)C)C(=CC=C1)F (2R,4R)-1-(2,6-difluorobenzyl)-4-((3-fluoro-6-((5-methyl-1H-pyrazol-3-yl)amino)pyridin-2-yl)methyl)-2-methylpiperidine-4-carboxylic acid